C(C)(C)(C)OC(=O)N1CCN(C2=CC=CC=C12)CC1=CC=C(C=C1)Cl 4-(4-chlorobenzyl)-3,4-dihydroquinoxaline-1(2H)-carboxylic acid tert-butyl ester